4-(5-(2,6-dimethylphenoxy)-1-methyl-2-oxo-1,2-dihydropyridin-4-yl)-2-(1H-imidazol-2-yl)-6-methyl-1,6-dihydro-7H-pyrrolo[2,3-c]pyridin-7-one CC1=C(OC=2C(=CC(N(C2)C)=O)C=2C3=C(C(N(C2)C)=O)NC(=C3)C=3NC=CN3)C(=CC=C1)C